(9,10-Dioxo-9,10-dihydrophenanthren-2-yl)-2,2-dimethylpropionamide O=C1C2=CC=CC=C2C=2C=CC(=CC2C1=O)CC(C(=O)N)(C)C